7H-pyrrolo[2,3-d]Pyrimidine-5-carboxylic acid methyl ester COC(=O)C1=CNC=2N=CN=CC21